CC1(COC1)CN1N=CC(=C1)N 1-((3-methyloxetan-3-yl)methyl)-1H-pyrazol-4-amine